OC(CON1C(CC(CC1(C)C)OCCCCCCCCCCCCCCCCCC)(C)C)(C)C 1-(2-hydroxy-2-methylpropoxy)-4-octadecyloxy-2,2,6,6-tetramethylpiperidine